3-(2-(4-((4-methylpyridin-2-yl)amino)butyrylamino)acetamido)propanoic acid CC1=CC(=NC=C1)NCCCC(=O)NCC(=O)NCCC(=O)O